C(C)(C)(C)OC(=O)N1CCC(CC1)C1=CC(=C(C=C1)N)NC(C)C 4-(4-amino-3-(isopropylamino)phenyl)piperidine-1-carboxylic acid tert-butyl ester